6-chloro-8-((1S,2S)-2-(3-(trifluoromethoxy)phenyl)cyclopropyl)imidazo[1,2-b]pyridazine ClC=1C=C(C=2N(N1)C=CN2)[C@@H]2[C@H](C2)C2=CC(=CC=C2)OC(F)(F)F